N-formyl-methacrylamide calcium magnesium phosphorus sodium [Na].[P].[Mg].[Ca].C(=O)NC(C(=C)C)=O